Br.FC(C1=CC=C(N)C=C1)(F)F 4-(trifluoromethyl)aniline hydrobromide